CC1=C(C(=C(C=C1)O)CC=C)CC=C methyldiallylphenol